1,1-bis(4-Fluorophenyl)-2-(1-phenyl-1H-indol-3-yl)ethane-1-ol FC1=CC=C(C=C1)C(CC1=CN(C2=CC=CC=C12)C1=CC=CC=C1)(O)C1=CC=C(C=C1)F